(HYDROXYETHYL)-METHYLAMINOPROPYLTRIMETHOXYSILANE OCCCO[Si](OC)(OC)CCCNC